CC1OC(CN(C1)C1=NC(=CC(=C1)C1=NC=2C=CC3=C(C2C=C1)C1=C(S3)CN[C@@H](CN1)C)C=C)C (10R)-3-(2-(2,6-dimethylmorpholino)-6-vinylpyridin-4-yl)-10-methyl-9,10,11,12-tetrahydro-8H-[1,4]diazepino[5',6':4,5]thieno[3,2-f]quinolin